ClC1=CC=C(C=C1)C1=NOC(=N1)N1CCC(CC1)C(=O)NC[C@@H]1CN(CC1)C(=O)OC(C)(C)C tert-butyl (R)-3-((1-(3-(4-chlorophenyl)-1,2,4-oxadiazol-5-yl)piperidine-4-carboxamido)methyl)pyrrolidine-1-carboxylate